N1C=NC=C1C1=CN=C2C(N(C(=NN21)N2CC(C2)CC(F)(F)F)C(C)C)=O 7-(1H-imidazol-5-yl)-3-isopropyl-2-(3-(2,2,2-trifluoroethyl)azetidin-1-yl)imidazo[2,1-f][1,2,4]triazin-4(3H)-one